di(1,3-dimethylbutyl) sulfosuccinate sodium salt [Na+].S(=O)(=O)([O-])C(C(=O)OC(CC(C)C)C)CC(=O)OC(CC(C)C)C